CC1=CC=C(C=C1)S(=O)(=O)OCCN(C(CCOCCOCCOCCOCCNC(OC)=O)=O)CCOS(=O)(=O)CC1=CC=CC=C1 3,19-dioxo-20-(2-(toluenesulfonyloxy) ethyl)-2,7,10,13,16-pentaoxa-4,20-diaza-docosa-22-yl 4-methylbenzenesulfonate